C[C@@H](CCO)O (S)-(+)-1,3-butanediol